1-methyl-N-(2-(pyridin-3-yl)-1H-pyrrolo[3,2-c]pyridin-6-yl)-1H-pyrazole-4-carboxamide CN1N=CC(=C1)C(=O)NC1=CC2=C(C=N1)C=C(N2)C=2C=NC=CC2